ClC1=C(C=C2C(C(=CN(C2=C1)C1CC1)C=O)=O)F 7-chloro-1-cyclopropyl-6-fluoro-4-oxo-1,4-dihydroquinoline-3-carbaldehyde